N1(CCC1)CC1(CC1)NC([C@H](C)OC1=C(C=CC=C1)Cl)=O (S)-N-(1-(azetidin-1-ylmethyl)cyclopropyl)-2-(2-chlorophenoxy)propanamide